Cl.N[C@@H](C(=O)OCC1=CC=CC=C1)CNC(=O)OCC[Si](C)(C)C (R)-benzyl 2-amino-3-(((2-(trimethylsilyl)ethoxy)carbonyl)amino)propanoate hydrochloride